C(C1=CC=CC=C1)OC[C@@H]1CN(C[C@@H](O1)C)C(=O)OC(C)(C)C tert-butyl (2S,6S)-2-[(benzyloxy)methyl]-6-methylmorpholine-4-carboxylate